N1C(CC2=CC=CN=C12)=O 7-azaindolinone